(8-bromoisoquinolin-4-yl)picolinamide BrC=1C=CC=C2C(=CN=CC12)C=1C(=NC=CC1)C(=O)N